C(C)C1N(CCCC1)C1=NC(=C(N=C1Cl)I)CCCOC Ethyl-1-(3-chloro-5-iodo-6-(3-methoxypropyl)pyrazin-2-yl)piperidine